1,3-bis(hydroxymethyl)imidazolidine-2-thione OCN1C(N(CC1)CO)=S